2,2'-binaphthylamine C=1(C(=CC=C2C=CC=CC12)C1=CC2=CC=CC=C2C=C1)N